NC1CN(CCC1)C(C=C)=O 1-(3-aminopiperidin-1-yl)prop-2-en-1-one